1,4,4,9-tetramethyl-8-(1-methylsulfonyl-1H-indol-4-yl)-5H-[1,2,4]triazolo[4,3-a]quinoxaline CC1=NN=C2N1C1=C(C(=CC=C1NC2(C)C)C2=C1C=CN(C1=CC=C2)S(=O)(=O)C)C